C1(=CC=CC=C1)C1(C2=CC=CC=C2C=2C=CC=CC2C1NC1=CC=CC=C1)N 9,N10-bis(phenyl)phenanthrene-9,10-diamine